ClC1=CC=CC(=N1)N1N=C(C2=C(C=CC=C12)F)NC=1C=C2C=NN(C2=CC1)C1OCCCC1 1-(6-chloro-2-pyridinyl)-4-fluoro-N-(1-tetrahydropyran-2-yl-indazol-5-yl)indazol-3-amine